5-((2R,4S)-2-(2,5-difluorophenyl)-4-fluoropyrrolidin-1-yl)pyrazolo[1,5-a]pyrimidine-3-carboxyAmide FC1=C(C=C(C=C1)F)[C@@H]1N(C[C@H](C1)F)C1=NC=2N(C=C1)N=CC2CC(=O)N